CC(COC(=O)N1CCC(CC1)CN)C 4-(aminomethyl)hexahydropyridine-1-carboxylic acid-2-methylpropan-yl ester